[O].C(C)(=O)NCCC1=CNC2=CC=CC=C12 N-acetyltryptamine oxygen